FC=1C=C(C=C2C=C(C(OC12)=N)C(N)=S)C1=CC=C(C=C1)O 8-fluoro-6-(4-hydroxyphenyl)-2-imino-2H-chromene-3-thiocarboxamide